2,4-dioctyl-4H-benzo[d][1,3]dioxin-6-ol C(CCCCCCC)C1OC(C2=C(O1)C=CC(=C2)O)CCCCCCCC